C1(CCCCC1)N(C1=C(C=CC=C1)N)C1=CC=CC=C1 cyclohexyl-N'-phenylphenylenediamine